(R,S)-ethoxycarbonyl-indoline C(C)OC(=O)N1CCC2=CC=CC=C12